C1(CC1)OC1=NC(=NC=C1)NCC1=C(C=NN1C)C1=NC=C(C(=N1)CC)O[C@@H]1C[C@H](CCC1)C(=O)O (1S,3S)-3-((2-(5-(((4-cyclopropoxy-pyrimidin-2-yl)amino)methyl)-1-methyl-1H-pyrazol-4-yl)-4-ethylpyrimidin-5-yl)oxy)cyclohexane-1-carboxylic acid